Carbene C(*)*